4-(4-((1R,5S)-3,8-diazabicyclo[3.2.1]octan-3-yl)-2-((tetrahydro-1H-pyrrolizin-7a(5H)-yl)methoxy)quinazolin-7-yl)naphthalen-2-ol [C@H]12CN(C[C@H](CC1)N2)C2=NC(=NC1=CC(=CC=C21)C2=CC(=CC1=CC=CC=C21)O)OCC21CCCN1CCC2